(R)-1-(2-(4-(3-amino-6-bromoquinolin-4-ylamino)butoxy)-5-fluorophenyl)ethylcarbamic acid tert-butyl ester C(C)(C)(C)OC(N[C@H](C)C1=C(C=CC(=C1)F)OCCCCNC1=C(C=NC2=CC=C(C=C12)Br)N)=O